O1N=C(CC12CCCCC2)C (1-oxa-2-azaspiro[4.5]dec-2-en-3-yl)-methane